C(#N)C1=C(SC2=C1C(=NC=C2F)C=2C1=C(C=3C=NC(=NC3C2F)OC[C@H]2N(C[C@@H](C2)OC(F)F)C)COC1)NC(OC(C)(C)C)=O tert-Butyl N-[3-cyano-4-[3-[[(2S,4R)-4-(difluoromethoxy)-1-methyl-pyrrolidin-2-yl]methoxy]-5-fluoro-7,9-dihydrofuro[3,4-f]quinazolin-6-yl]-7-fluoro-thieno[3,2-c]pyridin-2-yl]carbamate